N1=CC=C(C=C1)C=1N=C(C2=C(N1)C=NC=C2)N2C[C@H](NCC2)C(F)(F)F (S)-2-(pyridin-4-yl)-4-(3-(trifluoromethyl)piperazin-1-yl)pyrido[3,4-d]Pyrimidine